NC1=NN2C(N=CC=C2)=C1C(=O)NC(C)C=1C=C(C=2N(C1C1=CC=CC=C1)C=NC2)C#N 2-Amino-N-[1-(8-cyano-5-phenylimidazo[1,5-a]pyridin-6-yl)ethyl]pyrazolo[1,5-a]pyrimidine-3-carboxamide